N-(2-chloro-6-methylphenyl)-2-((6-(4-((2-((2,6-dioxopiperidin-3-yl)amino)benzyl)(methyl)amino)piperidin-1-yl)-2-methylpyrimidin-4-yl)amino)thiazole-5-carboxamide ClC1=C(C(=CC=C1)C)NC(=O)C1=CN=C(S1)NC1=NC(=NC(=C1)N1CCC(CC1)N(C)CC1=C(C=CC=C1)NC1C(NC(CC1)=O)=O)C